3-methyl-2,3-dihydro-1H-indene CC1CCC2=CC=CC=C12